N-ethyl-N-methylpiperidinium C(C)[N+]1(CCCCC1)C